5-(4-ethylpiperazin-1-yl)-2-(4-isopropyl-5-(8-methoxy-[1,2,4]triazolo[1,5-a]pyridin-6-yl)-1H-pyrazol-3-yl)thiazole C(C)N1CCN(CC1)C1=CN=C(S1)C1=NNC(=C1C(C)C)C=1C=C(C=2N(C1)N=CN2)OC